t-butyl (2-(2-(2-((2-oxo-2H-chromen-7-yl)oxy)ethoxy) ethoxy)ethyl)carbamate O=C1OC2=CC(=CC=C2C=C1)OCCOCCOCCNC(OC(C)(C)C)=O